[N+](=O)([O-])C=1C(C2=CC=CC=C2C(C1)=O)=O 2-nitro-1,4-naphthoquinone